trans-2,3-dihydrobenzofuran O1CCC2=C1C=CC=C2